N1C=C(C2=C1C=NCC2)S(=O)(=O)N 4,5-dihydro-1H-pyrrolo[2,3-c]pyridine-3-sulfonamide